ClCC1=CC=C(C=CC=CC(=O)O)C=C1 p-chloromethylstyrene-β-acrylic acid